ClC1=C(C=CC=C1)CS(=O)(=O)NC1=C(C=C(C=C1)B1OC(C(O1)(C)C)(C)C)F 1-(2-Chlorophenyl)-N-(2-fluoro-4-(4,4,5,5-tetramethyl-1,3,2-dioxaborolan-2-yl)phenyl)methanesulfonamide